((7-(((3S,6S,10aR,Z)-9-methyl-5-oxo-3-(6-phenyl-4-azaspiro[2.4]heptane-4-carbonyl)-1,2,3,5,6,7,8,10a-octahydropyrrolo[1,2-a]azocin-6-yl)carbamoyl)naphthalen-2-yl)methyl)phosphonic acid C/C/1=C/[C@@H]2N(C([C@H](CC1)NC(=O)C1=CC=C3C=CC(=CC3=C1)CP(O)(O)=O)=O)[C@@H](CC2)C(=O)N2C1(CC1)CC(C2)C2=CC=CC=C2